C1(CCCC1)OC1=CC(=C(C(=O)C=2C=CC(=C(C2)C(C(=O)O)C)OCC2=CC3=C(C(=NO3)O)C=C2)C=C1)O 5-[4-(cyclopentyloxy)-2-hydroxybenzoyl]-2-[(3-hydroxy-1,2-benzisoxazol-6-yl)methoxy]phenyl-(propionic acid)